ClC=1C(=C(CNC(CNCCCO)=O)C=CC1)F N-(3-chloro-2-fluorobenzyl)-2-((3-hydroxypropyl)amino)acetamide